C(C)(=O)OC1CN(CCC1)C(CO)=O 1-(2-hydroxyacetyl)piperidin-3-yl acetate